O=C1NC(CCC1N1C(C2=CC=C(C=C2C1=O)N1CCN(CC1)CC1CCN(CC1)CCN1[C@H](CN(CC1)C(=O)OCC1=CC=CC=C1)C)=O)=O benzyl (3S)-4-[2-[4-[[4-[2-(2,6-dioxo-3-piperidinyl)-1,3-dioxo-isoindol-5-yl] piperazin-1-yl] methyl]-1-piperidinyl] ethyl]-3-methyl-piperazine-1-carboxylate